2-[((2-fluoro-4-iodophenyl)amino)thieno[2,3-b]pyridin-3-yl](pyrrolidin-1-yl)methanone FC1=C(C=CC(=C1)I)NC1=C(C=2C(=NC=CC2)S1)C1N(CCC1)C=O